N-(3-(dimethylphosphoryl)-5-(3-ethyl-1H-pyrrol-5-yl)phenyl)acetamide CP(=O)(C)C=1C=C(C=C(C1)C1=CC(=CN1)CC)NC(C)=O